2-Ethylhexylphosphonic acid mono-2-ethylhexyl ester C(C)C(COP(O)(=O)CC(CCCC)CC)CCCC